C(C=C)OC(=O)N[C@H]1[C@@H](OCC2=CC=CC=C2)O[C@@H]([C@H]([C@@H]1O)O)CO Benzyl 2-deoxy-2-(allyloxycarbonylamino)-α-D-glucopyranoside